C(C)N1CCN(CC1)C1=CC=C(C=C1)C=1OC(=C(N1)CC1=CC=C(C=C1)OC1=C(C=CC=C1)F)C 2-(4-(4-ethylpiperazin-1-yl)phenyl)-4-(4-(2-fluorophenoxy)benzyl)-5-methyloxazole